ClC1=C(C=C(C=C1)F)C(C(=O)OC)C methyl 2-(2-chloro-5-fluorophenyl)propanoate